(2S,3R,4S,5R,6R)-2-methoxy-6-methyltetrahydro-2H-pyran-3,4,5-triacetate CO[C@H]1O[C@@H]([C@@H]([C@@H]([C@H]1CC(=O)[O-])CC(=O)[O-])CC(=O)[O-])C